C(C)(C)N1N=C(C=C1C(=O)OC)S(N)(=O)=O methyl 1-isopropyl-3-sulfamoyl-1H-pyrazole-5-carboxylate